(E)-ethyl 4-oxo-4-((5-(pyridine-3-yl)thiazol-2-yl)amino)but-2-enoate O=C(/C=C/C(=O)OCC)NC=1SC(=CN1)C=1C=NC=CC1